methyl (S)-2-amino-3-(6-(1-methyl-2,4-dioxo-1,4-dihydropyrido[3,4-d]pyrimidin-3(2H)-yl)pyridin-3-yl)propanoate N[C@H](C(=O)OC)CC=1C=NC(=CC1)N1C(N(C2=C(C1=O)C=CN=C2)C)=O